3-methylbutane-1,2-diamine dihydrochloride Cl.Cl.CC(C(CN)N)C